benzofuro[3,2-d]pyrimidin-4-yl-L-proline N1=CN=C(C2=C1C1=C(O2)C=CC=C1)N1[C@@H](CCC1)C(=O)O